5-cyclopropyl-N-((4-(((1S,2S,4S)-2-(dimethylamino)-4-(3-(trifluoro-methyl)phenyl)cyclohexyl)oxy)-2-fluorophenyl)sulfonyl)-2-fluoro-4-methoxybenzamide C1(CC1)C=1C(=CC(=C(C(=O)NS(=O)(=O)C2=C(C=C(C=C2)O[C@@H]2[C@H](C[C@H](CC2)C2=CC(=CC=C2)C(F)(F)F)N(C)C)F)C1)F)OC